CN(S(=O)(=O)C=C)C(C=O)C1=CC=CC=C1 N-methyl-N-(2-oxo-1-phenylethyl)ethenesulfonamide